C(C)(C)(C)OC(=O)N1CCC(CC1)C1=NOC=C1 4-(isoxazol-3-yl)piperidine-1-carboxylic acid tert-butyl ester